(R)-2-amino-3-phenylpropanamide (1R,3R)-2,2-dichloro-3-(4-fluoro-3-(trifluoromethyl)phenyl)cyclopropane-1-carboxylate ClC1([C@H]([C@@H]1C1=CC(=C(C=C1)F)C(F)(F)F)C(=O)O)Cl.N[C@@H](C(=O)N)CC1=CC=CC=C1